N-(4-((4-((2-(2-(2-(2-((2-(2,6-dioxopiperidin-3-yl)-1,3-dioxoisoindolin-4-yl)amino)ethoxy)ethoxy)ethoxy)ethyl)(methyl)amino)-6-methylpyrimidin-2-yl)amino)phenyl)-2-phenylacetamide O=C1NC(CCC1N1C(C2=CC=CC(=C2C1=O)NCCOCCOCCOCCN(C1=NC(=NC(=C1)C)NC1=CC=C(C=C1)NC(CC1=CC=CC=C1)=O)C)=O)=O